6-iodo-8-nitro-3-(2,2,2-trifluoroethyl)imidazo[1,2-a]pyridine IC=1C=C(C=2N(C1)C(=CN2)CC(F)(F)F)[N+](=O)[O-]